5-(6-fluoroquinolin-2-yl)-3-hydroxy-2-isopropylphenyl hydrogen sulfate S(=O)(=O)(OC1=C(C(=CC(=C1)C1=NC2=CC=C(C=C2C=C1)F)O)C(C)C)O